ClN1N=C(C2=CC(=CC=C12)C1C[C@@H]2[C@@H](CN(C2)C2CSC3=CC=CC=C3C2)C1)C1=CC(=NC=C1)C chloro-3-(2-methylpyridin-4-yl)-5-((3aR,5s,6aS)-2-(thiochroman-3-yl)octahydrocyclopenta[c]pyrrol-5-yl)-1H-indazole